C(N)(=O)C1(CCC1)NC(=O)C=1N(N=C2C=CC(=CC12)OCC1=C(N=CS1)C)C N-(1-carbamoyl-cyclobutyl)-2-methyl-5-[(4-methyl-1,3-thiazol-5-yl)methoxy]-2H-indazole-3-carboxamide